3-(5-(1-((1-((R)-3-(4-amino-3-(4-phenoxyphenyl)-1H-pyrazolo[3,4-d]pyrimidin-1-yl)piperidine-1-carbonyl)piperidin-4-yl)methyl)piperidin-4-yl)-1-oxoisoindolin-2-yl)piperidine-2,6-dione NC1=C2C(=NC=N1)N(N=C2C2=CC=C(C=C2)OC2=CC=CC=C2)[C@H]2CN(CCC2)C(=O)N2CCC(CC2)CN2CCC(CC2)C=2C=C1CN(C(C1=CC2)=O)C2C(NC(CC2)=O)=O